ClC1=CC=C(C=C1)C1(CC(C1)C1=NOC(=N1)CN1C=NC=2N=CN(C2C1=O)C)O 1-((3-((1s,3s)-3-(4-chlorophenyl)-3-hydroxycyclobutyl)-1,2,4-oxadiazol-5-yl)methyl)-7-methyl-1H-purin-6(7H)-one